4-methyl-2-(2-nitrophenyl)pent-4-enoic acid methyl ester COC(C(CC(=C)C)C1=C(C=CC=C1)[N+](=O)[O-])=O